(7S)-spiro[6,8-dihydro-5H-pyrido[4,3-d]pyrimidine-7,1'-tetrahydronaphthalene]-2,4-diol [C@]12(CCCC3=CC=CC=C13)CC=1N=C(N=C(C1CN2)O)O